1-[(4-Methyl-quinazolin-2-yl)methyl]-3-methyl-7-(2-butyn-1-yl)-8-[(2-amino-2-methyl-propyl)-methylamino]-xanthine CC1=NC(=NC2=CC=CC=C12)CN1C(=O)N(C=2N=C(N(C2C1=O)CC#CC)N(C)CC(C)(C)N)C